1-(3-fluorophenyl)biguanide FC=1C=C(C=CC1)NC(=N)NC(=N)N